FC(C1=C(CNC2=NC=CC=C2)C=CC=C1)(F)F N-(2-trifluoromethylbenzyl)pyridine-2-amine